NC([C@H](C[C@H]1C(NCCC1)=O)NC(=O)[C@H]1N(C[C@@H]2CCCC[C@H]12)C(=O)C=1NC2=CC=CC(=C2C1)OC)=O (1S,3aR,7aS)-N-[(1S)-2-amino-2-oxo-1-[[(3S)-2-oxo-3-piperidyl]methyl]ethyl]-2-(4-methoxy-1H-indole-2-carbonyl)-1,3,3a,4,5,6,7,7a-octahydroisoindole-1-carboxamide